C1(=CC=CC2=CC=CC=C12)C=1C=C2C=CN(C2=CC1)C1=C(N)C=CC=C1 2-(5-(naphthalen-1-yl)-1H-indol-1-yl)aniline